(5-cyclopropyl-3-(2,6-dichlorophenyl)isoxazol-4-yl)methanol C1(CC1)C1=C(C(=NO1)C1=C(C=CC=C1Cl)Cl)CO